4-(6-tert-butoxy-2-pyridyl)-3-(trifluoromethyl)morpholine C(C)(C)(C)OC1=CC=CC(=N1)N1C(COCC1)C(F)(F)F